FC1=CC=C(C=C1)C1=NN(C(=C1NS(=O)(=O)C1=CC=CC=C1)C(=O)O)C 3-(4-fluorophenyl)-1-methyl-4-(phenylsulfonamido)-1H-pyrazole-5-carboxylic acid